O1C(COCC1)C1NC2=CC=CC=C2C1(C1=CC=CC=C1)C1=CC=C(C=C1)OC 2-(1,4-dioxane-2-yl)-3-(4-methoxyphenyl)-3-phenylindoline